COC(=O)C1CC(C1)N1N=C2C=C(C(=CC2=C1)Br)OC 3-(5-bromo-6-methoxy-indazol-2-yl)cyclobutanecarboxylic acid methyl ester